COC1CCC2(CO2)CC1 6-methoxy-1-oxaspiro[2.5]octane